FC1=CC=CC=2CCOCCOC=3C(=CC=C(C4=NNC5=CN=C(C12)C=C45)C3)N3CCN(CC3)C 17-fluoro-5-(4-methylpiperazin-1-yl)-7,10-dioxa-20,23,24-triazapentacyclo[17.5.2.12,6.013,18.022,25]heptacosa-1(24),2,4,6(27),13(18),14,16,19,21,25-decaene